N-(4-((4-((2-((1s,4s)-4-aminocyclohexyl)ethyl)carbamoyl)phenyl)carbamoyl)benzyl)-N-cyclopropyl-3-oxo-3,4-dihydro-2H-benzo[b][1,4]oxazine-7-carboxamide 2,2,2-trifluoroacetate FC(C(=O)O)(F)F.NC1CCC(CC1)CCNC(=O)C1=CC=C(C=C1)NC(=O)C1=CC=C(CN(C(=O)C=2C=CC3=C(OCC(N3)=O)C2)C2CC2)C=C1